cis-2-amino-1-methylcyclopentan-1-ol N[C@H]1[C@](CCC1)(O)C